C1(C=CC(N1C1=C(C)C=C(C=C1)N1C(C=CC1=O)=O)=O)=O 2,5-bismaleimidyl-toluene